N-(3-(N-(tert-butyl)sulfamoyl)phenyl)-6-((1-(hydroxymethyl)cyclopropyl)amino)-2-(6-azaspiro[2.5]octan-6-yl)nicotinamide C(C)(C)(C)NS(=O)(=O)C=1C=C(C=CC1)NC(C1=C(N=C(C=C1)NC1(CC1)CO)N1CCC2(CC2)CC1)=O